N,N-dimethyloctahydroindolizine-7-carboxamide CN(C(=O)C1CCN2CCCC2C1)C